NC1=C(C(N(C2=NC(=CC=C12)C(F)(F)F)C1=CC=C(C=C1)Cl)=O)C=1C=C2N=C(C=NC2=CC1)O 4-amino-1-(4-chlorophenyl)-3-(3-hydroxyquinoxalin-6-yl)-7-(trifluoromethyl)-1,8-naphthyridin-2(1H)-one